2-(2-methoxyethyloxy)ethyl glycidyl ether C(C1CO1)OCCOCCOC